COC(CCCN1C2CCCC1C(C2)C2=CN(C1=CC=CC=C21)S(=O)(=O)C2=CC=C(C=C2)C)=O 4-(6-(1-(4-methylbenzenesulfonyl)-1H-indol-3-yl)-8-azabicyclo[3.2.1]oct-8-yl)butanoic acid methyl ester